6-Methyl-2-({[5-(2-methylphenyl)-1,3-oxazol-2-yl]methyl}sulfanyl)pyrimidin-4-amin CC1=CC(=NC(=N1)SCC=1OC(=CN1)C1=C(C=CC=C1)C)N